C(C)(C)(C)N1[C@H](CCC1)C(NC1=C(C=C(C=C1)NC1=NC=C(C(=N1)C=1C=NN(C1)C(C)C)C)F)=O (R)-tert-butyl-2-((2-fluoro-4-((4-(1-isopropyl-1H-pyrazol-4-yl)-5-methylpyrimidin-2-yl)amino)phenyl)carbamoyl)pyrrolidine